4-bromo-2-({14-[(tert-butyldimethylsilyl)oxy]tetradecyl}oxy)pyridine BrC1=CC(=NC=C1)OCCCCCCCCCCCCCCO[Si](C)(C)C(C)(C)C